FC(C=1C=C(C=C(C1)[C@@H](C)NC1=NC(=NC2=C3C(=C(C=C12)N1CCOCC1)OC(C3)(C)C)C)NC(C)=O)(F)F (R)-N-(3-(trifluoromethyl)-5-(1-((2,8,8-trimethyl-6-morpholino-8,9-dihydrofuro[2,3-h]quinazolin-4-yl)amino)ethyl)phenyl)acetamide